OC1=C2C(CC(OC2=CC(=C1)OCCN1C=CC(C=C1)=O)C1=CC=C(C=C1)O)=O 1-(2-((5-hydroxy-2-(4-hydroxyphenyl)-4-oxochroman-7-yl)oxy)ethyl)pyridin-4(1H)-one